4-(9-ethyl-2-(3-methoxy-4-(4-(trifluoromethyl)pyridin-2-yl)-1H-pyrazol-1-yl)-9H-purin-6-yl)morpholine C(C)N1C2=NC(=NC(=C2N=C1)N1CCOCC1)N1N=C(C(=C1)C1=NC=CC(=C1)C(F)(F)F)OC